FC1(C(C=CC=C1)C)I 2-fluoro-2-iodo-methylbenzene